C1(CC1)C1=C(C=C(C(=C1)I)C)N(C(C#CC)=O)C=1C2=C(N(N1)C)CCC2 N-(2-cyclopropyl-4-iodo-5-methylphenyl)-N-{1-methyl-4H,5H,6H-cyclopenta[c]pyrazol-3-yl}but-2-ynamide